(1R,2S,3R,5R)-3-((6-chloro-5-(2,2-diethoxyethyl)pyrimidin-4-yl)amino)-5-(hydroxymethyl)-1,5-dimethylcyclopentane-1,2-diol ClC1=C(C(=NC=N1)N[C@H]1[C@@H]([C@@]([C@@](C1)(C)CO)(O)C)O)CC(OCC)OCC